tri-(2-ethylhexyl)aconitate C(C)C(CC(C(=C(C(=O)[O-])CC(CCCC)CC)C(=O)[O-])(C(=O)[O-])CC(CCCC)CC)CCCC